CC1=CC=C(O1)C1=NN(C=C1C1NC(=NC=2N1C1=C(N2)C=CC=C1)NC(C)=O)C1=CC=CC=C1 N-(4-(3-(5-methylfuran-2-yl)-1-phenyl-1H-pyrazol-4-yl)-3,4-dihydrobenzo[4,5]imidazo[1,2-a][1,3,5]triazin-2-yl)acetamide